(3-hydroxy-3-(trifluoromethyl)pyrrolidin-1-yl)methanone hydrochloride Cl.OC1(CN(CC1)C=O)C(F)(F)F